N-(1-(3-(3-(Methoxymethyl)phenyl)quinoxalin-2-yl)pyrrolidin-3-yl)pivalamide COCC=1C=C(C=CC1)C=1C(=NC2=CC=CC=C2N1)N1CC(CC1)NC(C(C)(C)C)=O